N-[5-([[4-(trifluoromethyl)phenyl]methoxy]methyl)-1H-indol-3-yl]acetamide FC(C1=CC=C(C=C1)COCC=1C=C2C(=CNC2=CC1)NC(C)=O)(F)F